CC1=CC=C(C(=N1)C=1C=C2CNCC2=CC1)C=1C=NN(C1)CCC(C)C 5-{6-methyl-3-[1-(3-methylbutyl)-1H-pyrazol-4-yl]pyridin-2-yl}-2,3-dihydro-1H-isoindole